COC=1C=NN(C1)COCC[Si](C)(C)C 4-methoxy-1-((2-(trimethylsilyl)ethoxy)methyl)-1H-pyrazole